CN1CCN(CCC1)CCCCCCCCSC1=C2CN(C(C2=CC=C1)=O)C1C(NC(CC1)=O)=O 3-(4-((8-(4-methyl-1,4-diazepan-1-yl)octyl)thio)-1-oxoisoindolin-2-yl)piperidine-2,6-dione